COC1CC(C1)N(C=1C=CC=2C(C3=C(N(C2N1)CC(=O)O)C(=C(C=C3)C)SC)=O)C 2-(2-(((1s,3s)-3-methoxycyclobutyl)(methyl)amino)-8-methyl-9-(methylthio)-5-oxobenzo[b][1,8]naphthyridin-10(5H)-yl)acetic acid